CN1CCN(C2(CC2)C1)NC1=CC=CC=C1 (7-methyl-4,7-diazaspiro[2.5]oct-4-yl)aniline